FC1=C(C=CC=C1OC(F)(F)F)[C@]1(C(C(CCC1)C)=O)NC(OC(C)(C)C)=O Tert-butyl ((1R)-1-(2-fluoro-3-(trifluoromethoxy)phenyl)-3-methyl-2-oxocyclohexyl)carbamate